N-(4-bromopyridin-2-yl)-6-(4-isopropyl-4H-1,2,4-triazol-3-yl)pyridinecarboxamide tert-butyl-4-(7H-pyrrolo[2,3-d]pyrimidin-2-yl)piperidine-1-carboxylate C(C)(C)(C)OC(=O)N1CCC(CC1)C=1N=CC2=C(N1)NC=C2.BrC2=CC(=NC=C2)NC(=O)C2=NC(=CC=C2)C2=NN=CN2C(C)C